2,3-dihydrobenzo[b][1,4]dioxine-2-carbonyl fluoride O1C2=C(OCC1C(=O)F)C=CC=C2